azobis(N-hexyl-2-methylpropanamide) N(=NC(C(=O)NCCCCCC)(C)C)C(C(=O)NCCCCCC)(C)C